FC(C)(F)C1=NC=CC(=N1)NC1=CC(=NC=C1N1N=CC(=C1)OC)NC(C)=O N-(4-((2-(1,1-difluoroethyl)pyrimidin-4-yl)amino)-5-(4-methoxy-1H-pyrazol-1-yl)pyridin-2-yl)acetamide